C1=CC=CC=2C3=CC=CC=C3C(=CC12)C=1C(=C(C=CC1)C1=NC(=NC(=N1)C1=CC=CC=C1)C1=CC=CC=C1)C=1C(=NC(=CC1)C)C 2-[3-(phenanthren-9-yl)-(2,6-dimethylpyridin-3-yl)phenyl]-4,6-diphenyl-1,3,5-triazine